C(CC)N(C(=O)N1C=NC=C1)CCOC1=C(C=C(C=C1Cl)Cl)Cl N-propyl-N-(2,4,6-trichlorophenoxyethyl)-1H-imidazole-1-carboxamide